ClC=1C=C2C(CN(CC2=C(C1)Cl)C)C=1C=C(C=CC1)S(=O)(=O)NCCOCCOCCOCCNC(C=1C(C(=O)NCCOCCOCCOCCNS(=O)(=O)C2=CC(=CC=C2)C2CN(CC3=C(C=C(C=C23)Cl)Cl)C)=CC=CC1)=O N1,N2-bis(2-(2-(2-(2-(3-(6,8-dichloro-2-methyl-1,2,3,4-tetrahydroisoquinolin-4-yl)phenylsulfonamido)ethoxy)ethoxy)ethoxy)ethyl)phthalamide